L-phenylglycine sodium salt [Na+].N[C@@H](C1=CC=CC=C1)C(=O)[O-]